Cl.Cl.N1C(CNCC1)CNC(=O)C1=CN(CCS1)C1=C2N=CNC2=NC=N1 N-(piperazin-2-ylmethyl)-4-(9H-purin-6-yl)-3,4-dihydro-2H-1,4-thiazine-6-carboxamide dihydrochloride